8-chloro-2-[2-[2-[4-(methylsulfonimidoyl)-1-piperidyl]ethoxy]-4-(trifluoromethyl)phenyl]chromen-4-one ClC=1C=CC=C2C(C=C(OC12)C1=C(C=C(C=C1)C(F)(F)F)OCCN1CCC(CC1)S(=O)(=N)C)=O